4-fluoro-N-(2-(2-methyl-2,5-dihydro-1H-pyrrol-3-yl)thieno[2,3-b]pyridin-4-yl)benzo[d]thiazol-5-amine FC1=C(C=CC2=C1N=CS2)NC2=C1C(=NC=C2)SC(=C1)C=1C(NCC1)C